C1(CCC(N1N1C(C=CC=C1)SSCCC(C(=O)[O-])S(=O)(=O)O)=O)=O N-succinimidyl-4-(2-pyridyldithio)-2-sulfo-butyrate